C(C1=CC=CC=C1)[C@H]1N(C(OC1)=O)C([C@@H](CC(F)(F)F)CO)=O (R)-4-benzyl-3-((S)-4,4,4-trifluoro-2-(hydroxymethyl)butyryl)oxazolidin-2-one